tert-butyl (1R,4R)-5-[6-[[4-[6-[1-(2,6-dioxo-3-piperidyl)-3-methyl-2-oxo-benzimidazol-5-yl]hexyl]triazol-1-yl]methyl]-2-pyridyl]-2,5-diazabicyclo[2.2.1]heptane-2-carboxylate O=C1NC(CCC1N1C(N(C2=C1C=CC(=C2)CCCCCCC=2N=NN(C2)CC2=CC=CC(=N2)N2[C@H]1CN([C@@H](C2)C1)C(=O)OC(C)(C)C)C)=O)=O